N1CC(C1)C(C)=O 1-(azetidin-3-yl)ethan-1-one